Methylisobutyrylmethyl-phosphinat COP(=O)(C)C(C(C)C)=O